triazole potassium salt [K].N1N=NC=C1